C1=NC=CC2=C(C=CC=C12)N1N=C(NC1=O)[C@@H]1CN(CCC1)C(=O)OC(C)(C)C tert-butyl (s)-3-(1-(isoquinolin-5-yl)-5-oxo-4,5-dihydro-1H-1,2,4-triazol-3-yl)piperidine-1-carboxylate